2-((tert-butyldimethylsilyloxy)ethoxy)flavan-3,4-diol [Si](C)(C)(C(C)(C)C)OCCOC1(OC2=CC=CC=C2C(C1O)O)C1=CC=CC=C1